thiosorbitol SC[C@H](O)[C@@H](O)[C@H](O)[C@H](O)CO